C(CCC)OC(NC12CCC(CC1)(CC2)C2(OC=1C(=C(C=3CCN(C(C3C1C)=O)CC=1C(=NC(=CC1C)C)OCC1=CC=CC=C1)C)O2)C)=O butyl(4-(6-((2-(benzyloxy)-4,6-dimethylpyridin-3-yl)methyl)-2,4,9-trimethyl-5-oxo-5,6,7,8-tetrahydro-[1,3]dioxolo[4,5-g]isoquinolin-2-yl)bicyclo[2.2.2]octan-1-yl)carbamate